CC1([C@@H]2C(=CC([C@H]1C2)=O)C=CC2=CC=CC=C2)C (1S,5R)-6,6-dimethyl-4-styrylbicyclo[3.1.1]hept-3-en-2-one